tungsten ditelluride [W](=[Te])=[Te]